FC1=C(C(=CC=C1)F)S(=O)(=O)NC1=CN(C(=C1F)C(CC1=NC(=NC=C1)SC)=O)C 2,6-difluoro-N-(4-fluoro-1-methyl-5-(2-(2-(methylthio)pyrimidin-4-yl)acetyl)-1H-pyrrol-3-yl)benzenesulfonamide